C(#N)C1=CC=2N(N=C1)C(=CC2)C2=CC(=C(C=N2)C2=NN=C(S2)C(=O)NC)NC(C)C 5-(6-(3-cyanopyrrolo[1,2-b]pyridazin-7-yl)-4-(isopropylamino)pyridin-3-yl)-N-methyl-1,3,4-thiadiazole-2-carboxamide